SC1=CC=C(C=C1)OC1=CC=C(C=C1)S bis(4-mercaptophenyl) ether